1-((8aS)-6-chloro-2-(3-(dimethylamino)azetidin-1-yl)-5-(5-methyl-1H-indazol-4-yl)-8a,9,11,12-tetrahydropyrazino[2',1':3,4][1,4]oxazepino[5,6,7-de]quinazolin-10(8H)-yl)prop-2-en-1-one ClC1=C2C3=C(N=C(N=C3C=C1C1=C3C=NNC3=CC=C1C)N1CC(C1)N(C)C)N1[C@H](CO2)CN(CC1)C(C=C)=O